isodocosyl-carbamic acid C(CCCCCCCCCCCCCCCCCCC(C)C)NC(O)=O